ClC=1C(=CC(=C(C1)NC(OC(C)(C)C)=O)[N+](=O)[O-])C(F)(F)F tert-Butyl 5-chloro-2-nitro-4-(trifluoromethyl)phenylcarbamate